FC1=C(C(=O)O)C(=CC(=C1)F)F 2,4,6-trifluorobenzoic acid